ClCC1=NN=C(N1COCC[Si](C)(C)C)C1=CC=CC=C1 3-(chloromethyl)-5-phenyl-4-((2-(trimethylsilyl)ethoxy)methyl)-4H-1,2,4-triazole